C1(=CC=CC=C1)C1NC(NC(=C1C(=O)OC)C)=O 4-phenyl-5-methoxycarbonyl-6-methyl-3,4-dihydropyrimidin-2(1H)-one